(R)-1-(3-(3-(4-(2-chloro-3-methoxyphenoxy)phenyl)-7-methoxy-1H-pyrazolo[4,3-c]pyridin-1-yl)piperidin-1-yl)prop-2-en-1-one ClC1=C(OC2=CC=C(C=C2)C2=NN(C3=C2C=NC=C3OC)[C@H]3CN(CCC3)C(C=C)=O)C=CC=C1OC